ClC1=C(C=C(C=C1)C(C)C)C=1C=C2C(=NN(C2=CC1)C(C1=CC=CC=C1)(C1=CC=CC=C1)C1=CC=CC=C1)NC(=O)[C@H]1CN(CCC1)C(=O)OC(C)(C)C tert-Butyl (3R)-3-({5-[2-chloro-5-(propan-2-yl)phenyl]-1-trityl-1H-indazol-3-yl}carbamoyl)piperidine-1-carboxylate